N-({4-chloro-9-fluoro-1-methyl-1H-pyrazolo[4,3-c]quinolin-7-yl}methyl)-6-cyclopropyl-N-(4-fluoro-2-methanesulfonylphenyl)pyridine-3-carboxamide ClC1=NC=2C=C(C=C(C2C2=C1C=NN2C)F)CN(C(=O)C=2C=NC(=CC2)C2CC2)C2=C(C=C(C=C2)F)S(=O)(=O)C